ethyl 2-(2-((5-(3-(aminomethyl)phenyl)-7-(2-fluoroethoxy)benzofuran-3-yl)methoxy)phenyl)acetate NCC=1C=C(C=CC1)C=1C=C(C2=C(C(=CO2)COC2=C(C=CC=C2)CC(=O)OCC)C1)OCCF